C(C1=CC=CC=C1)NC1=NC=2N(C=C1)N=C(C2C#N)C2=CC=C(C=C2)F (benzylamino)-2-(4-fluorophenyl)pyrazolo[1,5-a]pyrimidine-3-carbonitrile